N-(3-amino-4-(2-chloro-5-fluorophenoxy)-7-((cyclopropylamino)methyl)-1H-indazol-5-yl)-3-fluoro-5-(trifluoromethyl)benzamide NC1=NNC2=C(C=C(C(=C12)OC1=C(C=CC(=C1)F)Cl)NC(C1=CC(=CC(=C1)C(F)(F)F)F)=O)CNC1CC1